COC1=C(C=C(C=C1)C(C)(C)CC)C1(C2(CCC(C1(C)C)C2)C)O 2-(2'-methoxy-5'-(tert-pentyl)phenyl)-1,3,3-trimethylbicyclo[2.2.1]heptan-2-ol